C1(CC1)N1N=CC(=C1)C1=CC(=C(C=N1)COC1=CC=CC(=N1)C1=CC(=C(CC2=NC3=C(N2C[C@H]2OCC2)C=C(C=C3)C(=O)O)C=C1F)F)F (S)-2-(4-(6-((6-(1-cyclopropyl-1H-pyrazol-4-yl)-4-fluoropyridin-3-yl)methoxy)pyridin-2-yl)-2,5-difluorobenzyl)-1-(oxetan-2-ylmethyl)-1H-benzo[d]imidazole-6-carboxylic acid